[N+](=O)([O-])C1=C(NC2=CC=C(C=C2)C2CN(C2)C(=O)OC(C)(C)C)C=C(C=C1)N1N=CC=C1 tert-butyl 3-[4-(2-nitro-5-pyrazol-1-yl-anilino)phenyl]azetidine-1-carboxylate